C(C)(C)(C)OC(=O)N[C@H](C(=O)OC)CC(C(=O)N(CCC1=CC=CC=C1)C)C methyl (2S)-2-((tert-butoxycarbonyl)amino)-4-methyl-5-(methyl(phenethyl)amino)-5-oxopentanoate